(S)-(+)-tetrahydrofuraneamine O1[C@@H](CCC1)N